(S)-6-ethyl-2-((4-((2-hydroxy-1-phenylethyl)amino)-5-(3-methyl-1,2,4-oxadiazol-5-yl)pyridin-2-yl)amino)-7,7-dimethyl-6,7-dihydro-5H-pyrrolo[3,4-d]pyrimidin-5-one C(C)N1C(C=2N=C(N=CC2C1=O)NC1=NC=C(C(=C1)N[C@H](CO)C1=CC=CC=C1)C1=NC(=NO1)C)(C)C